dichloroperoxybenzoic acid ClC=1C(=C(C(=O)OO)C=CC1)Cl